FC(CN1C(=NC2=C1C=C(C=C2F)C2=CNC=1N=C(N=CC12)NC1CC(C1)(C)NC(C)=O)C)F N-((1s,3s)-3-((5-(1-(2,2-difluoroethyl)-4-fluoro-2-methyl-1H-benzo[d]imidazol-6-yl)-7H-pyrrolo[2,3-d]pyrimidin-2-yl)amino)-1-methylcyclobutyl)acetamide